2-chloro-N-(3-((4-(((1-cyclohexylpiperidin-4-yl)methyl)amino)-6,7-dimethoxyquinazolin-2-yl)amino)propyl)acetamide ClCC(=O)NCCCNC1=NC2=CC(=C(C=C2C(=N1)NCC1CCN(CC1)C1CCCCC1)OC)OC